cis-2,6-dimethylpiperidine-4-carboxylic acid methyl ester COC(=O)C1CC(NC(C1)C)C